C(C)C=1C=CC=C2C=CC=C(C12)N1CC=2N=C(N=C(C2CC1)N1CCC(CC1)OCC(=O)N)OCC12CCCN2CCC1 2-((1-(7-(8-ethylnaphthalen-1-yl)-2-((tetrahydro-1H-pyrrolizin-7a(5H)-yl)methoxy)-5,6,7,8-tetrahydropyrido[3,4-d]pyrimidin-4-yl)piperidin-4-yl)oxy)acetamide